C(CCCC)P(C1=CC=CC=C1)(C1=CC=CC=C1)(C1=CC=CC=C1)Br n-pentyltriphenyl-phosphorus bromide